1-(4-((R*)-1-(2-methyl-1H-imidazol-1-yl)ethyl)phenyl)-3-((S)-tetrahydro-2H-pyran-3-yl)urea CC=1N(C=CN1)[C@H](C)C1=CC=C(C=C1)NC(=O)N[C@@H]1COCCC1 |o1:6|